O=C1NC(CCC1N1C(C2=CC=C(C=C2C1)CC=O)=O)=O 2-(2-(2,6-dioxopiperidin-3-yl)-1-oxoisoindolin-5-yl)acetaldehyde